F[C@@H]1CC(N(C1)C(=O)OC(C)(C)C)CCC=O tert-Butyl (4R)-4-fluoro-2-(3-oxopropyl)pyrrolidine-1-carboxylate